2-((4R,5R)-5-(2-chlorophenyl)-2,2-dimethyl-1,3-dioxolan-4-yl)ethyl sulfamate S(N)(OCC[C@H]1OC(O[C@@H]1C1=C(C=CC=C1)Cl)(C)C)(=O)=O